1-(3-(3-(N,N-dimethylamino)propyl)aminopropyl)-2,3-dicyclohexylguanidine CN(C)CCCNCCCNC(=NC1CCCCC1)NC1CCCCC1